(1r,2s)-(1-(2-cyanophenyl)-1-(1-(methyl-d3)-1H-pyrazol-4-yl)propan-2-yl)-5-hydroxy-N-(isoxazol-4-yl)-1-methyl-6-oxo-1,6-dihydropyrimidine-4-carboxamide C(#N)C1=C(C=CC=C1)[C@@H]([C@H](C)C=1N(C(C(=C(N1)C(=O)NC=1C=NOC1)O)=O)C)C=1C=NN(C1)C([2H])([2H])[2H]